6-formyl-imidazo[1,2-a]pyridine-8-carboxylic acid methyl ester COC(=O)C=1C=2N(C=C(C1)C=O)C=CN2